CC1=C(OC=2C1=C(C=CC2)C#N)CNC 3-methyl-2-((methylamino)methyl)benzofuran-4-carbonitrile